4,5-bis(2-methoxyethoxy)-2-nitroaniline COCCOC1=CC(=C(N)C=C1OCCOC)[N+](=O)[O-]